C(C1=CC=CC=C1)N1C[C@H]([C@@H](CC1)C#N)CC (3S,4R)-1-benzyl-3-ethylpiperidine-4-carbonitrile